NC1=CC=C2C(=CC(=CC2=C1)S(=O)(=O)O)O 7-Amino-4-hydroxynaphthalene-2-sulfonic acid